The molecule is a tirucallane triterpenoid that is (13alpha,14beta,17alpha,20S,23E)-lanosta-7,23-diene substituted by an oxo group at position 3 and a methoxy group at position 25. It has been isolated from the stem and stem barks of Cornus walteri. It has a role as a plant metabolite. It is an ether, a tirucallane triterpenoid and a cyclic terpene ketone. C[C@@H](C/C=C/C(C)(C)OC)[C@@H]1CC[C@]2([C@]1(CC[C@H]3C2=CC[C@@H]4[C@@]3(CCC(=O)C4(C)C)C)C)C